(S)-1-ETHOXYHEX-5-ENE-2-SULFONAMIDE C(C)OC[C@H](CCC=C)S(=O)(=O)N